FC1CCC(CC1)C(=O)O 4-fluorocyclohexylformic acid